disodium 4,4'-bis{[4-anilino-6-(N-2-hydroxy ethyl-N-methylamino)-s-triazine-2-yl]-amino}-2,2'-stilbenedisulfonate N(C1=CC=CC=C1)C1=NC(=NC(=N1)N(C)CCO)NC=1C=C(C(=CC1)C=CC=1C(=CC(=CC1)NC1=NC(=NC(=N1)NC1=CC=CC=C1)N(CCO)C)S(=O)(=O)[O-])S(=O)(=O)[O-].[Na+].[Na+]